ClC1=C(C=C(C(=C1)Cl)OCCC=1C=NN(C1)C)NC(=O)N[C@@H](C)C=1N(N=CN1)C1=NC=CC=N1 1-[2,4-dichloro-5-[2-(1-methylpyrazol-4-yl)ethoxy]phenyl]-3-[(1S)-1-(2-pyrimidin-2-yl-1,2,4-triazol-3-yl)ethyl]urea